chloroadiponitrile ClC(C#N)CCCC#N